[N+](=O)([O-])[O-].[Nd+3].[N+](=O)([O-])[O-].[N+](=O)([O-])[O-] neodymium (III) nitrate